S(=O)(=O)(ON1[C@@H]2CC[C@H](N(C1=O)C2)C(NC(CC2CCN(CC2)C(C)=O)=O)=N)O (2S,5R)-2-(N-(2-(1-acetylpiperidin-4-yl) acetyl) carbamimidoyl)-7-oxo-1,6-diazabicyclo[3.2.1]octan-6-yl hydrogen sulfate